CN(CCCC(=O)OC(CCCC(=O)OC(COC(C(CCCCCC)C)=O)COC(C(CCCCCC)C)=O)CCCC(=O)OC(COC(C(CCCCCC)C)=O)COC(C(CCCCCC)C)=O)C bis(1,3-bis((2-methyloctanoyl)oxy)propan-2-yl) 5-((4-(dimethylamino) butanoyl)oxy)nonanedioate